N-(1-(methylsulfonyl)piperidin-4-yl)-5-((prop-2-yl-2-d)oxy)-6-(1H-pyrazol-4-yl)-[1,2,4]triazolo[1,5-a]pyrazin-2-amine CS(=O)(=O)N1CCC(CC1)NC1=NN2C(C=NC(=C2OC(C)(C)[2H])C=2C=NNC2)=N1